4-(2-(4-(2-acetyl-5-chlorophenyl)-5-methoxy-2-oxopyridin-1(2H)-yl)-3-(o-methylphenyl)propionylamino)benzoic acid C(C)(=O)C1=C(C=C(C=C1)Cl)C1=CC(N(C=C1OC)C(C(=O)NC1=CC=C(C(=O)O)C=C1)CC1=C(C=CC=C1)C)=O